C(C)(C)(C)OC(=O)N1CC(C1)N1N=CC(=C1)C1=C(C=C(C=C1)[N+](=O)[O-])S(N)(=O)=O 3-[4-(4-Nitro-2-sulfamoylphenyl)-1H-pyrazol-1-yl]azetidine-1-carboxylic acid tert-butyl ester